C(C1=CC=CC=C1)N1[C@@H]([C@H]2CC[C@@H](C1)N2C(=O)OC(C)(C)C)CCO T-butyl (1R,2R,5S)-3-benzyl-2-(2-hydroxyethyl)-3,8-diazabicyclo[3.2.1]octane-8-carboxylate